4-amino-2-(6-azaspiro[3.4]oct-6-yl)benzoic acid methyl ester COC(C1=C(C=C(C=C1)N)N1CC2(CCC2)CC1)=O